3-Amino-5-tert-butylisoxazole NC1=NOC(=C1)C(C)(C)C